[Fe].[Si].[Ca].[Mg].[Na].FC=1C(=NC(=CC1)C1=CCC(CC1)CCO)O 3-fluoro-6-(4-(2-hydroxyethyl)cyclohex-1-en-1-yl)pyridin-2-ol Sodium magnesium calcium silicon iron